C[C@@H]1O[C@@H](CN(C1)C1=NC(=CC=2CNCCC12)C1=NC2=CC(=NC=C2C=C1)CNC(C1=CC(=C(C=C1)C)S(=O)(=O)C)=O)C N-((2-(1-((cis)-2,6-dimethylmorpholino)-5,6,7,8-tetrahydro-2,6-naphthyridin-3-yl)-1,6-naphthyridin-7-yl)methyl)-4-methyl-3-(methylsulfonyl)benzamide